ClC=1OC=2C=NC=CC2N1 2-chlorooxazolo[5,4-c]pyridine